2,2,3,4,4,4-hexafluorobutyl 2-methyl-acrylate CC(C(=O)OCC(C(C(F)(F)F)F)(F)F)=C